Oxetan-3-ylmethyl (E)-3-(1-(3,5-bis(trifluoromethyl)benzyl)-1H-pyrrolo[2,3-b]pyridin-3-yl)-2-cyanoacrylate FC(C=1C=C(CN2C=C(C=3C2=NC=CC3)/C=C(/C(=O)OCC3COC3)\C#N)C=C(C1)C(F)(F)F)(F)F